penta(ethyleneoxy)tridecyl-dimethylsilyl-isobutyl-propyl chloride C(COC(CCCCCCCCCCCC(OCCCl)(OCCCl)OCCCl)(OCCCl)C(C(CC(C)C)([SiH](C)C)Cl)C)Cl